NC(C(=O)O)CCN1N=C(N=N1)C1=CC=C(C=C1)OC1=CC=C(C=C1)C amino-4-(5-(4-(p-tolyloxy)phenyl)-2H-tetrazol-2-yl)butanoic acid